C(C(C)C)C1=NN(C(=C1)C(=O)NC(C(=O)O)\C=C\C(C)(C)C)C (E)-2-(3-isobutyl-1-methyl-5-pyrazolylcarbonylamino)-5,5-dimethyl-3-hexenoic acid